ClC1=CC(=C(N=N1)N)N1N=CC(=C1)N1CCC2(OCCO2)CC1 6-chloro-4-[4-(1,4-dioxa-8-azaspiro[4.5]decan-8-yl)pyrazol-1-yl]pyridazin-3-amine